4,4-difluoro-3-(thien-2-yl)piperidine FC1(C(CNCC1)C=1SC=CC1)F